1-(4-(6-chlorobenzo[d][1,3]dioxan-5-yl)butyl)-4-(3-methoxybenzyl)piperidine ClC1=C(C2=C(OCOC2)C=C1)CCCCN1CCC(CC1)CC1=CC(=CC=C1)OC